N-(3-Chloro-4-(trifluoromethyl)phenyl)-7-fluoro-3,4-dihydroisoquinoline ClC=1C=C(C=CC1C(F)(F)F)N1CC2=CC(=CC=C2CC1)F